C(CCC)OC(N(C)CCCCl)=O.CC=1C(=NC=C(C(=O)NC2=CC(=CC=C2)[C@H](C)NC2=CN=C3C(=N2)N(N=C3)C)C1)CN1CCOCC1 (S)-5-methyl-N-(3-(1-((1-methyl-1H-pyrazolo[3,4-b]pyrazin-6-yl)amino)ethyl)phenyl)-6-(morpholinomethyl)nicotinamide butyl-(3-chloropropyl)(methyl)carbamate